OC(CC(C(=O)OC(COC(CCCCCC)=O)CO)CCCC)CO glycerol monoheptanoate (2,3-dihydroxypropylhexanoate)